4-(trifluoromethyl)-1H-pyrrolo[2,3-c]pyridine FC(C1=C2C(=CN=C1)NC=C2)(F)F